ClC1=C(C=CC(=C1)Cl)C[C@H](C[C@H]([C@@H](C(C)(C)C)O)N1N=CNC1=S)C 2-[(2R,4R,5R)-1-(2,4-dichlorophenyl)-5-hydroxy-2,6,6-trimethyl-heptan-4-yl]-2,4-dihydro-3H-1,2,4-triazole-3-thione